O=C1N(CCC(N1)=O)C1=NN(C2=CC(=CC=C12)N1CCN(CC1)C(=O)OC(C)(C)C)C tert-Butyl 4-[3-(2,4-dioxohexahydropyrimidin-1-yl)-1-methyl-indazol-6-yl]piperazine-1-carboxylate